ClC=1C=C(C=CC1C(=O)N1CCNCC1)NC(=O)C=1N(C(=CN1)C1=C(C(=C(C=C1)C=1C(=NN(C1)CCOC(F)F)C)F)F)C N-[3-chloro-4-(piperazine-1-carbonyl)phenyl]-5-[4-[1-[2-(difluoromethoxy)ethyl]-3-methyl-pyrazol-4-yl]-2,3-difluoro-phenyl]-1-methyl-imidazole-2-carboxamide